(N-[4-amino-5-(2-chloropyridine-4-carbonyl)thiazol-2-yl]-4-fluoro-anilino)propanamide NC=1N=C(SC1C(=O)C1=CC(=NC=C1)Cl)N(C1=CC=C(C=C1)F)C(C(=O)N)C